Strontium Gallat methyl-(2S)-3-cyclohexyl-2-[[2-[[[2-(trifluoromethyl)-4-pyridyl]amino]methyl]-thiazole-5-carbonyl]amino]propanoate COC([C@H](CC1CCCCC1)NC(=O)C1=CN=C(S1)CNC1=CC(=NC=C1)C(F)(F)F)=O.C(C1=CC(O)=C(O)C(O)=C1)(=O)[O-].[Sr+2].C(C1=CC(O)=C(O)C(O)=C1)(=O)[O-]